C(C)OC([C@@H](N)CC1=CC=CC=C1)=O PHENYLALANINE ETHYL ESTER